CC1=C(N=C2N(C1=O)C=C(C=C2[C@@H](C)NC2=C(C(=O)OC)C=CC=C2)C)OS(=O)(=O)C(F)(F)F methyl (R)-2-((1-(3,7-dimethyl-4-oxo-2-(((trifluoromethyl)sulfonyl)oxy)-4H-pyrido[1,2-a]pyrimidin-9-yl)ethyl)amino)benzoate